rac-tert-butyl ((1R,2R,4R)-7-oxabicyclo[2.2.1]hept-5-en-2-yl)carbamate [C@H]12[C@@H](C[C@H](C=C1)O2)NC(OC(C)(C)C)=O |r|